{[(1-{2-chloro-4-fluoro-5-[3-methyl-2,6-dioxo-4-(trifluoromethyl)-3,6-dihydropyrimidin-1(2H)-yl]phenoxy}cyclopropyl)-carbonyl]oxy}acetic acid ClC1=C(OC2(CC2)C(=O)OCC(=O)O)C=C(C(=C1)F)N1C(N(C(=CC1=O)C(F)(F)F)C)=O